ClC=1C=C(C=C(C1)Cl)C1=CC(=CC(=C1)CNC1=CC=C(C=C1)C1CCNCC1)CN1CCC(CC1)CNC(C)=O N-((1-((3',5'-dichloro-5-(((4-(piperidin-4-yl)phenyl)amino)methyl)-[1,1'-biphenyl]-3-yl)methyl)piperidin-4-yl)methyl)acetamide